ClC=1C(=C2C(=NC1)NC(=N2)C2=CC=C(C=C2)N2CC(N(CC2)CCCOC)=O)NC2CCN(CC2)CC=2SC=CC2 4-[4-(6-Chloro-7-{[1-(thiophen-2-ylmethyl)piperidin-4-yl]amino}-3H-imidazo[4,5-b]pyridin-2-yl)phenyl]-1-(3-methoxypropyl)piperazin-2-one